(5-bromo-6-fluorothiazolo[5,4-b]pyridin-2-yl)-2'-chloro-5'-methoxy-6-methyl-[4,4'-bipyridine]-3-carboxamide BrC1=C(C=C2C(=N1)SC(=N2)C2=NC(=CC(=C2C(=O)N)C2=CC(=NC=C2OC)Cl)C)F